FC1([C@H]([C@@H](CCC1)[C@@H]1N2C(C3=CC=CC=C13)=CN=C2)O)F (1S,6S)-2,2-Difluoro-6-((S)-5H-imidazo[5,1-a]isoindol-5-yl)cyclohexan-1-ol